O-((2-oxaspiro(3.3)hept-6-yl) methyl) S-methyldithiocarbonate C[SH-]C(OCC1CC2(COC2)C1)=S